[Si](C)(C)(C(C)(C)C)OCC1CCN(CC1)C=1C=CC(=NC1)N 5-(4-(((tert-butyldimethylsilyl)oxy)methyl)piperidin-1-yl)pyridin-2-amine